1-(6-ethyl-8-fluoro-4-methyl-3-(1-methyl-1H-pyrazol-3-yl)quinolin-2-yl)-N-((3S,4S)-4-fluorotetrahydrofuran-3-yl)piperidin-4-amine C(C)C=1C=C2C(=C(C(=NC2=C(C1)F)N1CCC(CC1)N[C@H]1COC[C@H]1F)C1=NN(C=C1)C)C